4-chloro-6-methylpyrazolo[1,5-a]pyrazine-2-carboxylic acid ethyl ester C(C)OC(=O)C1=NN2C(C(=NC(=C2)C)Cl)=C1